5-(bromomethyl)thiophene-3-carboxylic acid ethyl ester C(C)OC(=O)C1=CSC(=C1)CBr